FC=1C=C(C(N(C1)C)=O)[C@@H]1N(CCC1)C1=NC=2N(C=C1)N=CC2C(=O)NC=2C=NC(=CC2)C (R)-5-(2-(5-fluoro-1-methyl-2-oxo-1,2-dihydropyridin-3-yl)pyrrolidin-1-yl)-N-(6-methylpyridin-3-yl)pyrazolo[1,5-a]pyrimidine-3-carboxamide